(S)-3-guanidino-4,4,4-trifluorobutanoic acid N(C(=N)N)[C@@H](CC(=O)O)C(F)(F)F